3,3'-dichloro-4,4'-diaminobiphenyl ClC=1C=C(C=CC1N)C1=CC(=C(C=C1)N)Cl